3-(4'-(hydroxy(phenyl)methyl)-[1,1'-biphenyl]-4-yl)prop-2-yn OC(C1=CC=C(C=C1)C1=CC=C(C=C1)C#CC)C1=CC=CC=C1